CO[C@@H](C)C1=C2C(=NC=C1N)SC(=N2)C 7-((S)-1-methoxyethyl)-2-methylthiazolo[5,4-b]pyridin-6-amine